NC1=C2C(=NC=N1)N(N=C2C2=CC=C(C=1N2C=CN1)NC(=O)NC1=NOC(=C1)C1(CC1)C(F)(F)F)C1CC(C1)(F)F 1-(5-(4-amino-1-(3,3-difluoro-cyclobutyl)-1H-pyrazolo[3,4-d]pyrimidin-3-yl)imidazo[1,2-a]pyridin-8-yl)-3-(5-(1-(tri-fluoromethyl)cyclopropyl)-isoxazol-3-yl)urea